ClC=1C=C2C(N(C(=NC2=CC1Cl)[C@H]1CN(CCC1)CC1=NC=CN=C1)C)=O (R)-6,7-dichloro-3-methyl-2-(1-(pyrazin-2-ylmethyl)piperidin-3-yl)quinazolin-4(3H)-one